3-Isopropyl-2-(1-(1-phenylethyl)-1H-pyrazol-4-yl)-7-(1-(tetrahydro-2H-pyran-2-yl)-1H-pyrazol-4-yl)imidazo[2,1-f][1,2,4]triazin-4(3H)-one C(C)(C)N1C(=NN2C(C1=O)=NC=C2C=2C=NN(C2)C2OCCCC2)C=2C=NN(C2)C(C)C2=CC=CC=C2